COC1=CC=C(C=C1)C1C(=CNC=C1C(=O)[O-])C(=O)OC methyl 4-p-methoxyphenyl-1,4-dihydropyridine-3,5-dicarboxylate